BrC1=C(C=CC=C1)C(CNC(COC1=C(C=CC=C1)P(O)(O)=O)=O)(F)F (2-(2-((2-(2-bromophenyl)-2,2-difluoroethyl)amino)-2-oxoethoxy)phenyl)phosphonic acid